C(C)OC(CCC(=O)C1=CC2=NC(=C(C=C2S1)B(O)O)OC)=O (2-(4-ethoxy-4-oxobutanoyl)-5-methoxythieno[3,2-b]pyridin-6-yl)boronic acid